ClC=1C=C2C(=C3C4(NC(NC13)=O)CCCCC4)OC(=C2)CN2CCN(CC2)CCOC 5'-chloro-2'-{[4-(2-methoxyethyl)piperazin-1-yl]methyl}-7',8'-dihydro-6'H-spiro[cyclohexane-1,9'-furo[2,3-f]quinazoline]-7'-one